C(C)C1OCCC1Cl 2-ethyl-3-chlorotetrahydrofuran